3'-[(3-chloro-2-methoxyphenyl)amino]-2'-(3-fluoropyridin-4-yl)-5',6'-dihydro-1'H-spiro[oxolane-3,7'-pyrrolo[3,2-c]pyridin]-4'-one ClC=1C(=C(C=CC1)NC1=C(NC2=C1C(NCC21COCC1)=O)C1=C(C=NC=C1)F)OC